N1CC[C@H](CCC1)O[C@H]1CCCC([C@@H]1NS(=O)(=O)C1=CC=C(C=C1)[N+](=O)[O-])(F)F N-[(1R,6S)-6-[(4S)-azepan-4-yloxy]-2,2-difluorocyclohexyl]-4-nitrobenzenesulfonamide